NC([C@H](CCC(=O)[O-])N1C(C2=CC=C(C=C2C1)C[C@@H]1[C@H](CCCC1)NC1CCC(CC1)(F)F)=O)=O (S)-5-amino-4-(5-(((1R,2S)-2-((4,4-difluorocyclohexyl) amino) cyclohexyl) methyl)-1-oxoisoindolin-2-yl)-5-oxopentanoate